C12C(CC(CC1)C2)CN2CCC1(CC2)COC2=C3CN(C(C3=CC=C21)=O)C2C(NC(CC2)=O)=O 3-(1'-(bicyclo[2.2.1]heptan-2-ylmethyl)-6-oxo-6,8-dihydro-2H,7H-spiro[furo[2,3-e]isoindole-3,4'-piperidin]-7-yl)piperidine-2,6-dione